Cl.C(C)(C)(C)N([C@@H](CCC(=O)O)C(=O)O)C(C)(C)C di(tert-butyl)-L-glutamic acid hydrochloride